C1(=CC=C(C=C1)NC(CCl)=O)C1=CC=CC=C1 N-([1,1'-biphenyl]-4-yl)-2-chloroacetamide